2-(2-fluorophenyl)-5-methylbenzohydrazide FC1=C(C=CC=C1)C1=C(C(=O)NN)C=C(C=C1)C